CN(NC)CC=1N(C2=CC=CC=C2C1)CCC(=O)N[C@H](C(=O)NCCCCCC(=O)N(C)C(C(=O)[O-])C)CO 2-(6-((S)-2-(3-(2-((1,2-dimethylhydrazinyl)methyl)-1H-indol-1-yl)propanamido)-3-hydroxypropanamido)-N-methylhexanamido)propanoate